2-[2-chloro-4-(tri-fluoromethoxy)-phenoxy]-N-pyrimidin-5-yl-5-(trifluoromethyl)pyridine-3-carboxamide ClC1=C(OC2=NC=C(C=C2C(=O)NC=2C=NC=NC2)C(F)(F)F)C=CC(=C1)OC(F)(F)F